C(C)(C)(C)OC(=O)N1COC(C1)=O 3-(tert-butoxycarbonyl)-5-oxooxazole